N-(5-fluoropyridin-2-yl)-2-(2-(1-methylcyclopropyl)-5-oxo-8-(trifluoromethyl)pyrazolo[1,5-a]pyrido[3,2-e]pyrimidin-4(5H)-yl)acetamide FC=1C=CC(=NC1)NC(CN1C=2N(C3=C(C1=O)C=CC(=N3)C(F)(F)F)N=C(C2)C2(CC2)C)=O